4-(4-chloro-2,3-difluorophenyl)piperazine ClC1=C(C(=C(C=C1)N1CCNCC1)F)F